FC=1C=C2CCCN3C2=C(C1)N(C3=O)C3=NC(=NC=C3)NC=3C(=CC(=C(C3)NC(C=C)=O)N3CC1(C3)N(CCC1)C)OC N-(5-((4-(8-fluoro-2-oxo-5,6-dihydro-4H-imidazo[4,5,1-ij]quinolin-1(2H)-yl)pyrimidin-2-yl)amino)-4-methoxy-2-(5-methyl-2,5-diazaspiro[3.4]octan-2-yl)phenyl)acrylamide